2-chloro-4,6-bis(4-n-butylamino-1,2,2,6,6-pentamethylpiperidyl)-1,3,5-triazine ClC1=NC(=NC(=N1)C1C(N(C(CC1NCCCC)(C)C)C)(C)C)C1C(N(C(CC1NCCCC)(C)C)C)(C)C